NC=1C(=NC=CN1)CNC1CCC2(CN(C2)C(=O)OC(C)(C)C)CC1 tert-Butyl 7-(((3-aminopyrazin-2-yl)methyl)amino)-2-azaspiro[3.5]nonane-2-carboxylate